1-(4-((4-((3-(hydroxy-methyl)phenyl)amino)-7-methoxyquinazolin-6-yl)-oxy)piperidin-1-yl)prop-2-en-1-one OCC=1C=C(C=CC1)NC1=NC=NC2=CC(=C(C=C12)OC1CCN(CC1)C(C=C)=O)OC